N1=C(C=CC=C1)\C(\C)=N\NC(=O)N1CCC1 (E)-N'-(1-(pyridine-2-yl)ethylidene)azetidine-1-carbohydrazide